(3-amino-1,1-dimethyl-propyl)-4-[[2-(5-chloro-2-hydroxy-phenyl)acetyl]amino]pyridine-2-carboxamide NCCC(C)(C)C=1C(=NC=CC1NC(CC1=C(C=CC(=C1)Cl)O)=O)C(=O)N